tert-butyl (R)-2-(3-(5-chloro-2-((oxan-4-yl)amino)pyrimidin-4-yl)-5-oxo-5,7-dihydro-6H-pyrrolo[3,4-b]pyridin-6-yl)propanoate ClC=1C(=NC(=NC1)NC1CCOCC1)C=1C=C2C(=NC1)CN(C2=O)[C@@H](C(=O)OC(C)(C)C)C